FC=1C=C(C=C(C1)F)CNC(=O)C=1C(=NC(=CC1C)N1CCOCC1)OCC N-[(3,5-Difluoro-phenyl)-methyl]-2-ethoxy-4-methyl-6-morpholin-4-yl-pyridine-3-carboxylic acid amide